PYRAZOL N1N=CC=C1